OC[C@@H](C)S(=O)(=O)NC1=CC(=C(C(=O)NC2=NC(=CC=C2)N2C[C@H](OCC2)C)C=C1)N1CCC2(CC2)CC1 4-(((R)-2-Hydroxy-1-methyl-ethyl)sulfonamido)-N-(6-((R)-2-methylmorpholino)pyridin-2-yl)-2-(6-azaspiro[2.5]octan-6-yl)benzamide